butyl 4-{[4-(4-bromophenyl)piperazin-1-yl]methyl}piperidine-1-carboxylate BrC1=CC=C(C=C1)N1CCN(CC1)CC1CCN(CC1)C(=O)OCCCC